(2E)-1-[(3R)-3-{[5-(2-hydroxyethyl)-7H-pyrrolo[2,3-d]pyrimidin-4-yl]amino}piperidin-1-yl]but-2-en-1-one OCCC1=CNC=2N=CN=C(C21)N[C@H]2CN(CCC2)C(\C=C\C)=O